N',N-Dimethylimidazolone CN1C(N(C=C1)C)=O